NC=1C(=NC(=C(N1)C=1OC=CN1)C=1C=CC=2N(C1)C(=CN2)C)C(=O)NCC2=NC(=CC=C2)N2CC(C2)N(C)C 3-amino-N-((6-(3-(dimethylamino)azetidin-1-yl)pyridin-2-yl)methyl)-6-(3-methylimidazo[1,2-a]pyridin-6-yl)-5-(oxazol-2-yl)pyrazine-2-carboxamide